(R)-7-((2-((tert-butyldimethylsilyl)oxy)ethyl)sulfonyl)-2-(3-(3-methoxy-2,2-dimethyl-3-oxopropyl)phenyl)-2,6,6-trimethylheptanoic acid [Si](C)(C)(C(C)(C)C)OCCS(=O)(=O)CC(CCC[C@](C(=O)O)(C)C1=CC(=CC=C1)CC(C(=O)OC)(C)C)(C)C